2-[4-[4-(3-Azabicyclo[2.2.1]heptan-3-yl)benzoyl]piperazin-1-yl]-3H-quinazolin-4-one C12CN(C(CC1)C2)C2=CC=C(C(=O)N1CCN(CC1)C1=NC3=CC=CC=C3C(N1)=O)C=C2